FC1=C(C=CC(=C1)O[C@@H](C(=O)N)C)CNC(=O)C=1N(C(N2C1CNCC2)=O)C2=CC=C(C=C2)OCC(F)(F)F |r| N-[[2-fluoro-4-[rac-(1R)-2-amino-1-methyl-2-oxo-ethoxy]phenyl]methyl]-3-oxo-2-[4-(2,2,2-trifluoroethoxy)phenyl]-6,8-dihydro-5H-imidazo[1,5-a]pyrazine-1-carboxamide